1-isopropyl-5-methyl-3-(o-tolyl)-pyrazole-4-ol C(C)(C)N1N=C(C(=C1C)O)C1=C(C=CC=C1)C